[C@H]([C@@H]([C@H](C(=O)O)O)O)([C@H](C(=O)O)O)O The molecule is the L-enantiomer of idaric acid. It is a conjugate acid of a L-idarate(1-). It is an enantiomer of a D-idaric acid.